trans-3-[(2,4-difluorobenzyl)oxy]-N-[2-fluoro-3-(5-fluoro-4-methyl-6-oxo-1,6-dihydropyrimidin-2-yl)-4-(trifluoromethyl)benzyl]cyclobutane-1-carboxamide FC1=C(CO[C@@H]2C[C@H](C2)C(=O)NCC2=C(C(=C(C=C2)C(F)(F)F)C=2NC(C(=C(N2)C)F)=O)F)C=CC(=C1)F